BrC=1N=C(C=2N(C1)C(=CN2)I)NCC2=CC=C(C=C2)OC 6-bromo-3-iodo-N-(4-methoxybenzyl)imidazo[1,2-a]pyrazin-8-amine